ClS(=O)(=O)N1CC2(C1)CCN(CC2)C(=O)OC(C)(C)C tert-butyl 2-(chlorosulfonyl)-2,7-diazaspiro[3.5]nonane-7-carboxylate